(2,4-dihydroxy-5-isopropylphenyl)methanone OC1=C(C=C(C(=C1)O)C(C)C)C=O